FC(C[NH-])(F)F Trifluoroethyl-Amide